1-(3-((3-(1H-pyrazol-4-yl)-1H-indazol-6-yl)amino)phenyl)-3-(3-(dimethylamino)phenyl)urea N1N=CC(=C1)C1=NNC2=CC(=CC=C12)NC=1C=C(C=CC1)NC(=O)NC1=CC(=CC=C1)N(C)C